N-morpholinyl-cholesterol N1(CCOCC1)CC(C)CCC[C@@H](C)[C@H]1CC[C@H]2[C@@H]3CC=C4C[C@@H](O)CC[C@]4(C)[C@H]3CC[C@]12C